N'-(2-bromoisonicotinoyl)-5-butylpicolinohydrazide hydrogen chloride Cl.BrC=1C=C(C(=O)NNC(C2=NC=C(C=C2)CCCC)=O)C=CN1